FC1CN(C1)CC1=CC=C(N=N1)OC1=CC=C(C=C1)C(C)(C)C1=CC=C(OC2CC(C2)NC(OC(C)(C)C)=O)C=C1 tert-butyl ((1r,3r)-3-(4-(2-(4-((6-((3-fluoroazetidin-1-yl)methyl)pyridazine-3-yl)oxy)phenyl) propan-2-yl)phenoxy)cyclobutyl)carbamate